BrC1=C2N=CC=NC2=CC=C1Br 5,6-dibromoquinoxaline